tert-butyl 4-(5-fluoro-7-{2-methyl-4H,6H,7H-pyrazolo[4,3-c]pyridin-5-yl}-4-oxoquinazolin-3-yl)piperidine-1-carboxylate FC1=C2C(N(C=NC2=CC(=C1)N1CC=2C(CC1)=NN(C2)C)C2CCN(CC2)C(=O)OC(C)(C)C)=O